iron, Praseodymium salt [Pr].[Fe]